ClC1=C2C(=NC=C1C=1C(=C(C=CC1)C(=O)N1[C@H](CCCC1)C=1C=NN(C1)C)F)NCC21CCC(CC1)O (3-((1s,4s)-4'-Chloro-4-hydroxy-1',2'-dihydrospiro[cyclohexane-1,3'-pyrrolo[2,3-b]pyridin]-5'-yl)-2-fluorophenyl)((R)-2-(1-methyl-1H-pyrazol-4-yl)piperidin-1-yl)methanone